di(2,4-di-t-butylphenyl)pentaerythritol diphosphite OP(O)OP(O)O.C(C)(C)(C)C1=C(C=CC(=C1)C(C)(C)C)C(O)(C(CO)(CO)CO)C1=C(C=C(C=C1)C(C)(C)C)C(C)(C)C